D-α,γ-diaminobutyric acid N[C@@H](C(=O)O)CCN